1-(3-((2-((3-methyl-1-(piperidin-4-yl)-1H-pyrazol-4-yl)amino)-5-(trifluoromethyl)pyrimidin-4-yl)amino)propyl)pyrrolidin-2-one CC1=NN(C=C1NC1=NC=C(C(=N1)NCCCN1C(CCC1)=O)C(F)(F)F)C1CCNCC1